4'-(3-methoxy-4-(4-methyl-1H-imidazol-1-yl)benzoyl)-N,N-dimethyl-[1,1'-biphenyl]-4-carboxamide COC=1C=C(C(=O)C2=CC=C(C=C2)C2=CC=C(C=C2)C(=O)N(C)C)C=CC1N1C=NC(=C1)C